3-Amino-4-cyclopropyl-6-(3-(5-((3R,5s)-3-hydroxy-1-methyl-2-oxo-5-(trifluoromethyl)pyrrolidin-3-yl)isoxazol-3-yl)phenyl)pyridine NC=1C=NC(=CC1C1CC1)C1=CC(=CC=C1)C1=NOC(=C1)[C@]1(C(N([C@@H](C1)C(F)(F)F)C)=O)O